p-carboxyethylphenylbis-(2-methoxyethoxy)silane C(=O)(O)CCC1=CC=C(C=C1)[SiH](OCCOC)OCCOC